zinc acetylglutamine C(C)(=O)N[C@@H](CCC(N)=O)C(=O)O.[Zn]